FC(OCC=1C=C(CNC(OC(C)(C)C)=O)C=CC1)(F)F tert-butyl (3-((trifluoromethoxy)methyl)benzyl)carbamate